S1C(=NC2=C1C=CC=C2)CN2N=C(C=CC2=O)C2=NOC(=N2)C2=CC(=CC=C2)Cl 2-(benzo[d]thiazol-2-ylmeth-yl)-6-(5-(3-chlorophenyl)-1,2,4-oxadiazol-3-yl)pyridazin-3(2H)-one